2,2'-dithiobis(5-nitropyridine) [N+](=O)([O-])C=1C=CC(=NC1)SSC1=NC=C(C=C1)[N+](=O)[O-]